N2-(2-(1-(cyclopropylsulfonyl)-1H-pyrazol-4-yl)pyrimidin-4-yl)-5-(1-(difluoromethyl)-1H-pyrazol-3-yl)-N4-(4-((2-(dimethylamino)ethyl)amino)cyclohexyl)pyridine-2,4-diamine C1(CC1)S(=O)(=O)N1N=CC(=C1)C1=NC=CC(=N1)NC1=NC=C(C(=C1)NC1CCC(CC1)NCCN(C)C)C1=NN(C=C1)C(F)F